3-(4-bromophenyl)-2-carbonyl-propionic acid BrC1=CC=C(C=C1)CC(C(=O)O)=C=O